2,5-diamino-2'-chlorobenzophenone NC1=C(C(=O)C2=C(C=CC=C2)Cl)C=C(C=C1)N